BrC1=C(C2=C(C(N3[C@@H](CO2)CN(CC3)C(=O)OC(C)(C)C)=O)C=C1F)Cl tert-butyl (12aR)-9-bromo-10-chloro-8-fluoro-6-oxo-3,4,12,12a-tetrahydro-6H-pyrazino[2,1-c][1,4]benzoxazepine-2(1H)-carboxylate